4-Oxo-6-(quinolin-7-yl)-4,5-dihydropyrazolo[1,5-a]pyrazine-2-carboxylic acid O=C1C=2N(C=C(N1)C1=CC=C3C=CC=NC3=C1)N=C(C2)C(=O)O